[Na+].[Na+].OC(C(=O)O)(C)S(=O)[O-].OC(C(=O)O)(C)S(=O)[O-] 2-hydroxy-2-sulfinatopropionic acid-disodium salt